tripropylene glycol mono-butyl ether C(CCC)OC(C)COC(C)COC(C)CO